FC1=CC=C(C[C@H](N)C(=O)O)C=C1 4-Fluoro-L-phenylalanin